(1-methyl-6-(pyridin-3-yl)-1H-pyrazolo[3,4-d]pyrimidin-4-yl)amino-N-(4-((4-methylpiperazin-1-yl)methyl)-3-(trifluoromethyl)phenyl)benzamide CN1N=CC=2C1=NC(=NC2NC2=C(C(=O)NC1=CC(=C(C=C1)CN1CCN(CC1)C)C(F)(F)F)C=CC=C2)C=2C=NC=CC2